(R)-3-(2-(4-(3-chlorophenyl)piperazin-1-yl)ethyl)-8-(methylsulfonyl)-2,8-diazaspiro[4.5]decan-1-one ClC=1C=C(C=CC1)N1CCN(CC1)CC[C@@H]1NC(C2(C1)CCN(CC2)S(=O)(=O)C)=O